2-(piperazin-1-yl)-3-[4-(trifluoromethyl)benzoyl]pyrazine (Z)-Non-2-en-1-yl-6-hydroxyhexanoate C(\C=C/CCCCCC)OC(CCCCCO)=O.N1(CCNCC1)C1=NC=CN=C1C(C1=CC=C(C=C1)C(F)(F)F)=O